NCC(CN1N=CN(C1=O)C1=NC=C(C=C1C)C#CC=1C=CC2=C(OCCN2)N1)=C(F)F 2-[2-(aminomethyl)-3,3-difluoro-allyl]-4-[5-[2-(2,3-dihydro-1H-pyrido[2,3-b][1,4]oxazin-6-yl)ethynyl]-3-methyl-2-pyridyl]-1,2,4-triazol-3-one